ClC1=C(C=CC=C1NC(=O)C=1N(C2=C(CNCC2)N1)C)C1=C(C(=CC=C1)NC(=O)C=1N(C2=C(CNCC2)N1)C)C#N N,N'-(2-chloro-2'-cyanobiphenyl-3,3'-diyl)bis(1-methyl-4,5,6,7-tetrahydro-1H-imidazo[4,5-c]pyridine-2-carboxamide)